FC1=C(OC=2C=CC(=C(C2)CCO)N2C[C@H](CC2)OC2=NC=CC=C2F)C=CC=C1 (S)-2-(5-(2-fluorophenoxy)-2-(3-(3-fluoropyridin-2-yloxy)pyrrolidin-1-yl)phenyl)ethanol